NC1=C(C(=C(C(=N1)C(C1=C2C=CN(C2=CC=C1)C(=O)OC(C)(C)C)S)C#N)C1=CC=C(C=C1)OC1COC1)C#N tert-butyl 4-[[6-amino-3,5-dicyano-4-[4-(oxetan-3-yloxy)phenyl]-2-pyridyl]-sulfanylmethyl]indole-1-carboxylate